6-[8-(1,3-benzothiazol-2-ylcarbamoyl)-3,4-dihydroisoquinolin-2(1H)-yl]-3-[5-methyl-1-(tetrahydro-2H-pyran-3-ylmethyl)-1H-pyrazol-4-yl]pyridine-2-carboxylic acid S1C(=NC2=C1C=CC=C2)NC(=O)C=2C=CC=C1CCN(CC21)C2=CC=C(C(=N2)C(=O)O)C=2C=NN(C2C)CC2COCCC2